1-(2,2-Dimethoxyethyl)-1,4-dihydro-3-methoxy-4-oxo-2,5-pyridinedicarboxylic acid-2-methyl ester COC(=O)C=1N(C=C(C(C1OC)=O)C(=O)O)CC(OC)OC